(R)-5-(2-(5-fluoropyridin-3-yl)pyrrolidin-1-yl)-N-(1-(hydroxymethyl)cyclopropyl)pyrazolo[1,5-a]pyrimidine-3-carboxamide FC=1C=C(C=NC1)[C@@H]1N(CCC1)C1=NC=2N(C=C1)N=CC2C(=O)NC2(CC2)CO